NC1=C(C=C(C=C1)C1=CC=C(C=C1)F)NC(C1=CC=C(C=C1)S(=O)(=N)C=1C=NC(=NC1)C)=O N-[2-amino-5-(4-fluorophenyl)phenyl]-4-[(2-methylpyrimidin-5-yl)sulfonimidoyl]benzamide